2,4-dichloropyrrolidine ClC1NCC(C1)Cl